The molecule is a dipeptide resulting from the formal condensation of the amino group of taurine with the gamma-carboxy group of L-glutamic acid. It was initially found in the parathyroid in 1980 and later in the brain of mammals. It has a role as a mouse metabolite, a mammalian metabolite, a human metabolite, an anticonvulsant, an anxiolytic drug and a hormone. It is a L-glutamine derivative, a sulfonic acid and a dipeptide. It derives from a taurine. It is a tautomer of a glutaurine zwitterion. C(CC(=O)NCCS(=O)(=O)O)[C@@H](C(=O)O)N